ClC1=C(C=NN1C1CC1)C(=O)NC=1N=CC2=CC(=C(C=C2C1)C1CCN(CC1)[C@]1(COC[C@H]1O)C)Cl 5-chloro-N-(7-chloro-6-(1-((3S,4S)-4-hydroxy-3-methyltetrahydrofuran-3-yl)piperidin-4-yl)isoquinolin-3-yl)-1-cyclopropyl-1H-pyrazole-4-carboxamide